(4'-(1-isobutyl-3-isopropyl-1H-pyrazol-5-yl)-3-(methylsulfonyl)-[1,1'-biphenyl]-4-yl)methanol C(C(C)C)N1N=C(C=C1C1=CC=C(C=C1)C1=CC(=C(C=C1)CO)S(=O)(=O)C)C(C)C